tert-Butyl 9-(6-bromoquinazolin-4-yl)-6,9-diazaspiro[4.5]decane-6-carboxylate BrC=1C=C2C(=NC=NC2=CC1)N1CCN(C2(CCCC2)C1)C(=O)OC(C)(C)C